methyl (4-(7-(3,4-dimethoxyphenyl)pyrazolo[1,5-a]pyrimidine-2-carboxamido)benzoyl)-L-leucinate COC=1C=C(C=CC1OC)C1=CC=NC=2N1N=C(C2)C(=O)NC2=CC=C(C(=O)N[C@@H](CC(C)C)C(=O)OC)C=C2